COC=1C(=NC=C(C1)C)N1C(O[C@]2(C1)C[C@@](CCC2)(C)CN2C=NC1=C2C=C(C=C1)C#N)=O 1-(((5s,7s)-3-(3-methoxy-5-methylpyridin-2-yl)-7-methyl-2-oxo-1-oxa-3-azaspiro[4.5]decan-7-yl)methyl)-1H-benzo[d]imidazole-6-carbonitrile